NC1(CC(C1)C(=O)OC(C)(C)C)C(C)O cis-tert-Butyl 3-amino-3-(1-hydroxyethyl)cyclobutanecarboxylate